C1=CC(=C(C2=C1C(=O)C3=C(C=CC(=C3C2=O)O)O)O)O The molecule is a tetrahydroxyanthraquinone having the four hydroxy groups at the 1-, 2-, 5- and 8-positions. It has a role as an EC 2.7.11.1 (non-specific serine/threonine protein kinase) inhibitor.